ONC(=N)C1=C(CN(C(C(C)(C)C)=O)CC(NC=2C=C3CC4(C(NC5=NC=CC=C54)=O)CC3=CC2)=O)C=CC=C1 N-(2-(N-Hydroxycarbamimidoyl)benzyl)-N-(2-oxo-2-((2'-oxo-1,1',2',3-tetrahydrospiro[indene-2,3'-pyrrolo[2,3-b]pyridin]-5-yl)amino)ethyl)pivalamide